6-Cyclopropanamido-4-[(4-{5-[(dimethylamino)methyl]-1,2,4-oxadiazol-3-yl}-3-methoxypyridin-2-yl)amino]-N-(2H3)methylpyridazin-3-carboxamid C1(CC1)C(=O)NC1=CC(=C(N=N1)C(=O)NC([2H])([2H])[2H])NC1=NC=CC(=C1OC)C1=NOC(=N1)CN(C)C